L-(-)-α-amino-e-caprolactam hydrochloride Cl.N[C@@H]1C(=O)NCCCC1